N1=C(C=CC=C1)C1(C(NC(=C(C1C1=CC(=CC=C1)[N+](=O)[O-])C(=O)OC)C)C)C(=O)[O-] 3-pyridinyl-5-(methoxycarbonyl)-2,6-dimethyl-4-(3-nitrophenyl)-1,4-dihydropyridine-3-carboxylate